1-(6-hexyl-4-phenylquinolin-2-yl)azetidine-3-carboxylic acid C(CCCCC)C=1C=C2C(=CC(=NC2=CC1)N1CC(C1)C(=O)O)C1=CC=CC=C1